glycerol dipalmitoleate C(CCCCCCC\C=C/CCCCCC)(=O)OCC(OC(CCCCCCC\C=C/CCCCCC)=O)CO